NC1=NC=C(C2=C1C(=C(N2C)C2=C(C=C(C=C2)NC(C(=C)C)=O)C)C2=CC=C(C=C2)OC2=NN(C=C2)C)C#N N-(4-(4-amino-7-cyano-1-methyl-3-(4-((1-methyl-1H-pyrazol-3-yl)oxy)phenyl)-1H-pyrrolo[3,2-c]pyridin-2-yl)-3-methylphenyl)methacrylamide